C(CO)(=O)NC1=C(C(=O)[O-])C=CC=C1 glycolamidobenzate